1-(2-chloro-5-iodopyridin-4-yl)-4-(ethylsulfonyl)piperazine ClC1=NC=C(C(=C1)N1CCN(CC1)S(=O)(=O)CC)I